FC(C=1C(=C(C=CC1)[C@@H](C)NC1=NN(C(C=2C1=CN(C(C2OC)=O)[C@H]2[C@H](COCC2)F)=O)C)F)F 4-(((R)-1-(3-(difluoromethyl)-2-fluorophenyl)ethyl)amino)-6-((3R,4R)-3-fluorotetrahydro-2H-pyran-4-yl)-8-methoxy-2-methyl-2,6-dihydropyrido[3,4-d]pyridazine-1,7-dione